7-bromo-2,4-dihydropyrazolo[3',4':3,4]cyclopenta[1,2-b]pyridine BrC=1C=C2C(=NC1)CC=1C2=NNC1